4-(1-cyclohexyl-4-(4-fluorophenyl)-1H-imidazol-5-yl)-5-fluoro-1H-pyrrolo[2,3-b]Pyridine C1(CCCCC1)N1C=NC(=C1C1=C2C(=NC=C1F)NC=C2)C2=CC=C(C=C2)F